ClC1=C(C=C2C(=C(NC2=C1F)C=1NC(=NN1)C(COC)=O)C=1C=NNC1)OC 1-(5-(6-chloro-7-fluoro-5-methoxy-3-(1H-pyrazol-4-yl)-1H-indol-2-yl)-4H-1,2,4-triazol-3-yl)-2-methoxyethan-1-one